C1(=CC=CC=C1)N1N=CC(=C1)C(=O)N[C@@H](CO)C(=O)O (1-phenyl-1H-pyrazole-4-carbonyl)-Z-serine